C(CCCCCCCCCCCCCCCCC#C)(=O)O 18-nonadecynic acid